1-[3-[2-(trifluoromethyl)-4-pyridinyl]-1,2,4-thiadiazol-5-yl]ethanone FC(C1=NC=CC(=C1)C1=NSC(=N1)C(C)=O)(F)F